2-(2-oxospiro[indoline-3,4'-piperidin]-1'-yl)benzo[d]thiazole-6-carboxylic acid O=C1NC2=CC=CC=C2C12CCN(CC2)C=2SC1=C(N2)C=CC(=C1)C(=O)O